3,4,5-trifluorobenzyl phosphate P(=O)(OCC1=CC(=C(C(=C1)F)F)F)([O-])[O-]